C1(=CC=C(C=C1)CNC1=CC(=NC=2N1N=CC2C#N)N[C@@H]2CN(CC2)C(=O)OC(C)(C)C)C2=CC=CC=C2 tert-butyl (S)-3-((7-(([1,1'-biphenyl]-4-ylmethyl)amino)-3-cyanopyrazolo[1,5-a]pyrimidin-5-yl)amino)pyrrolidine-1-carboxylate